BrCC(=O)C1=C(C=C(C=C1)Br)F 2-bromo-1-(4-bromo-2-fluorophenyl)ethanone